ClC1=CN=C(S1)CO (5-chloro-1,3-thiazol-2-yl)methanol